OC1=C(C=C(C=C1)C=CC(=O)C1=CC=C(C=C1)CC1C(NC(S1)=O)=O)OC 5-[[4-[3-(4-Hydroxy-3-methoxyphenyl)prop-2-enoyl]phenyl]methyl]-1,3-thiazolidine-2,4-dione